[Ti+4].CN(C(C1=CC=C(C(=O)N(N=O)C)C=C1)=O)N=O N,N'-dimethyl-N,N'-dinitrosoterephthalamide Titanium(IV)